(R)-1-(3-(3-(3-fluoro-4-(4-methylpiperazin-1-yl)phenyl)-1H-pyrazolo[4,3-c]pyridin-1-yl)piperidin-1-yl)prop-2-en-1-one FC=1C=C(C=CC1N1CCN(CC1)C)C1=NN(C2=C1C=NC=C2)[C@H]2CN(CCC2)C(C=C)=O